BrC1=NN(C(=C1)Br)C1=CC(=CC=C1)OC 3,5-dibromo-1-(3-methoxyphenyl)pyrazole